(1H-pyrrolo[2,3-c]pyridin-2-yl)(4-(2-(trifluoromethyl)phenyl)piperidin-1-yl)methanone N1C(=CC=2C1=CN=CC2)C(=O)N2CCC(CC2)C2=C(C=CC=C2)C(F)(F)F